N-{3-[(3S)-3-(dimethylamino)piperidin-1-yl]benzene-1-sulfonyl}-L-alaninate CN([C@@H]1CN(CCC1)C=1C=C(C=CC1)S(=O)(=O)N[C@@H](C)C(=O)[O-])C